(9R,9aS)-9-hydroxy-3-nitro-8,9,9a,10-tetrahydro-5H,7H-pyrido[3,2-f]pyrrolo[2,1-c][1,4]oxazepin-5-one O[C@@H]1CCN2[C@H]1COC1=C(C2=O)C=C(C=N1)[N+](=O)[O-]